COC1CC(C1)(O)C1=CC=C(C=C1)C(F)(F)F (cis)-3-methoxy-1-(4-(trifluoromethyl)phenyl)cyclobutan-1-ol